C1=C(C=CC2=CC=CC=C12)C(=O)N[C@@H](C(=O)N1[C@@H](C[C@@H](C1)N1CCCCC1)C(=O)NC(CC1CCC1)C(C(=O)N)=O)CC1CCCCC1 (2S,4S)-1-((R)-2-(2-Naphthamido)-3-cyclohexylpropanoyl)-N-(4-amino-1-cyclobutyl-3,4-dioxobutan-2-yl)-4-(piperidin-1-yl)pyrrolidine-2-carboxamide